NC12CC(C1)(C2)C(=O)N(C)[C@H](C(F)(F)F)C2=NC=C(C=C2)NC(C2=CC=CC=C2)C2=CC=CC=C2 (S)-3-Amino-N-(1-(5-(benzhydrylamino)pyridin-2-yl)-2,2,2-trifluoroethyl)-N-methylbicyclo[1.1.1]pentane-1-carboxamide